6-[2-methyl-8-(1H-tetrazol-5-ylmethyl)imidazo[1,2-b]pyridazin-6-yl]-2-(4-piperidyl)isoquinolin-1-one CC=1N=C2N(N=C(C=C2CC2=NN=NN2)C=2C=C3C=CN(C(C3=CC2)=O)C2CCNCC2)C1